((1-(3-chlorophenyl)cyclopropyl)amino)-6-(3,5-dimethylisoxazol-4-yl)-N-(1-methylazetidin-3-yl)quinazoline-2-carboxamide ClC=1C=C(C=CC1)C1(CC1)NC1=NC(=NC2=CC=C(C=C12)C=1C(=NOC1C)C)C(=O)NC1CN(C1)C